trans-2-decenoic acid methyl ester COC(\C=C\CCCCCCC)=O